CC(CPCC(CC(C)(C)C)C)CC(C)(C)C bis(2,4,4-trimethylpentyl)phosphine